[Al].[Li].[Mg] Magnesium-Lithium-Aluminum